(S)-2-(cyanomethyl)-4-(7-(8-ethynyl-3-hydroxynaphthalen-1-yl)-8-fluoro-2-((tetrahydro-1H-pyrrolizin-7a(5H)-yl)methoxy)pyrido[4,3-d]pyrimidin-4-yl)piperazine-1-carbonitrile C(#N)C[C@@H]1N(CCN(C1)C=1C2=C(N=C(N1)OCC13CCCN3CCC1)C(=C(N=C2)C2=CC(=CC1=CC=CC(=C21)C#C)O)F)C#N